CN1C=NC2=C1C=C(C(=C2F)NC3=C(C=C(C=C3)Br)F)C(=O)NOCCO 5-[(4-bromo-2-fluorophenyl)amino]-4-fluoro-N-(2-hydroxyethoxy)-1-methyl-1H-benzimidazole-6-carboxamide